N1N=NN=C1C=1C=C(CSN2C=C(C(=CC2=O)C(F)(F)F)C#N)C=CC1 (3-(1H-tetrazol-5-yl)benzylthio)-6-oxo-4-(trifluoromethyl)-1,6-dihydropyridine-3-carbonitrile